1-(4-(2-(4-(3-(4-cyano-3-(trifluoromethyl)phenyl)-5,5-dimethyl-4-oxo-2-thioxoimidazolidin-1-yl)-2-ethylphenoxy)ethyl)piperazin-1-yl)cyclopropanecarboxylic acid, tetrahydrochloride Cl.Cl.Cl.Cl.C(#N)C1=C(C=C(C=C1)N1C(N(C(C1=O)(C)C)C1=CC(=C(OCCN2CCN(CC2)C2(CC2)C(=O)O)C=C1)CC)=S)C(F)(F)F